dimethylsilanediylbis(2-methyl-4-isopropyl-indenyl)zirconium dichloride [Cl-].[Cl-].C[Si](=[Zr+2](C1C(=CC2=C(C=CC=C12)C(C)C)C)C1C(=CC2=C(C=CC=C12)C(C)C)C)C